[Si](C1=CC=CC=C1)(C1=CC=CC=C1)(C(C)(C)C)OC[C@@H]1C[C@@]([C@@H](O1)CC(=O)[O-])(C)F (2S,3R,5S)-5-(((tert-butyldiphenylsilyl) oxy) methyl)-3-fluoro-3-methyltetrahydrofuran-2-ylacetate